FC=1C=2N(C=C(C1OC(C)C)C(=O)OC)C=C(N2)C2CCOCC2 methyl 8-fluoro-7-isopropoxy-2-(tetrahydro-2H-pyran-4-yl)imidazo[1,2-a]pyridine-6-carboxylate